FC1=C(C(=C(C(=N1)C=1C=NC=CC1)N1CCC(CC1)C1=NN=CN1C)C#N)C1=NN(C=C1)C fluoro-5-(1-methyl-1H-pyrazol-3-yl)-3-(4-(4-methyl-4H-1,2,4-triazol-3-yl)piperidin-1-yl)-[2,3'-bipyridine]-4-carbonitrile